7-Bromo-1,4-dimethyl-4,5-dihydro-[1,2,4]triazolo[4,3-a]quinoline BrC=1C=C2CC(C=3N(C2=CC1)C(=NN3)C)C